COC1=CC=2CC3(N(C(C2C=C1)=O)CCN3C3=CC=CC=C3)C(F)(F)F 8-Methoxy-1-phenyl-10a-(trifluoromethyl)-2,3,10,10a-tetrahydroimidazo[1,2-b]isoquinolin-5(1H)-one